CC(CC1=CC=C(C=C1)C(C(=O)NC1=CC=C(C=C1)C=C)C)C 2-[4-(2-methylpropyl)phenyl]-N-(4-vinylphenyl)propanamide